3-iodoazetidine hydrochloride Cl.IC1CNC1